S(=O)(=O)(O)CC.N[C@@H](C(C)C)C(=O)O valine esylate